[Mn].[Sn] tin manganese